C(C=C)N1C(C(CC1)=O)=O 1-allyl-pyrrolidine-2,3-dione